5-ethoxy-2,8-dimethyl-1,4-dihydro-1,6-naphthyridine-3-carboxamide C(C)OC1=C2CC(=C(NC2=C(C=N1)C)C)C(=O)N